Ethyl 6-((1-(cyclopropylsulfonyl)cyclopropyl)methyl)-7-oxo-1-(2-((triisopropylsilyl)oxy)ethyl)-4,5,6,7-tetrahydro-1H-pyrazolo[3,4-c]pyridine-3-carboxylate C1(CC1)S(=O)(=O)C1(CC1)CN1C(C2=C(CC1)C(=NN2CCO[Si](C(C)C)(C(C)C)C(C)C)C(=O)OCC)=O